4-(trifluoromethyl)phenylmagnesium bromide FC(C1=CC=C(C=C1)[Mg]Br)(F)F